(3-t-butoxyphenyl)sulfonium C(C)(C)(C)OC=1C=C(C=CC1)[SH2+]